BrC=1C=C(C(N(C1C)C)=O)C(=O)NC(C)C1=C(C=CC=C1)OC(F)(F)F 5-bromo-1,6-dimethyl-2-oxo-N-(1-(2-(trifluoromethoxy)phenyl)ethyl)-1,2-dihydropyridine-3-carboxamide